N,N-dimethylaminobenzoic acid ethyl ester CCOC(=O)C1=CC=CC=C1N(C)C